Cl.COC=1C=C(C=CC1N)C1=CC(=C(N)C=C1)OC 3,3'-dimethoxybenzidine hydrochloride